tert-butyl 4-[3-(2-hydroxyphenyl)-5H-pyrrolo[3,2-c]pyridazin-6-yl]piperidine-1-carboxylate OC1=C(C=CC=C1)C1=CC2=C(N=N1)C=C(N2)C2CCN(CC2)C(=O)OC(C)(C)C